F[C@@]1(CN(CCC1)C1=C(C(=CC=C1[N+](=O)[O-])OC1=C(C=CC=C1)F)C(F)(F)F)CO {(3S)-3-fluoro-1-[3-(2-fluorophenoxy)-6-nitro-2-(trifluoromethyl)phenyl]piperidin-3-yl}methanol